BrC=1C(=C2C(=NC1)NCC21CCCC1)Cl 5'-Bromo-4'-chloro-1',2'-dihydrospiro[cyclopentane-1,3'-pyrrolo[2,3-b]pyridine]